N-(5-Chloro-2,3-dihydro-1H-inden-2-yl)-6-((S)-2,2,2-trifluoro-1-(methylamino)ethyl)pyridin-3-amine ClC=1C=C2CC(CC2=CC1)NC=1C=NC(=CC1)[C@@H](C(F)(F)F)NC